C(C1=CC=CC=C1)O[C@H]1C(=O)O[C@@H]([C@H]1OCC1=CC=CC=C1)COCC1=CC=CC=C1 2,3,5-tri-O-benzyl-D-ribono-1,4-lactone